C(C)(C)C1N2CCCC(NCCNCC(NCNC1)C)C2 isopropyl-7-methyl-1,4,6,9,12-pentaazabicyclo[11.3.1]heptadecane